3-[2-(2,6-Diethylphenylamino)-1-hydroxyethyl]-1H-1,2,4-triazol-5(4H)-one C(C)C1=C(C(=CC=C1)CC)NCC(O)C1=NNC(N1)=O